[3-[6-(3-Hydroxy-3-methyl-azetidin-1-yl)-3-pyridyl]azetidin-1-yl]-[(3S)-3-(1H-1,2,4-triazol-5-yl)pyrrolidin-1-yl]methanone OC1(CN(C1)C1=CC=C(C=N1)C1CN(C1)C(=O)N1C[C@H](CC1)C1=NC=NN1)C